NC1=NC=NN2C1=C(C=C2C(C)C)C(=O)NC2=CC=C(C=C2)CSC 4-amino-7-isopropyl-N-(4-((methylthio)methyl)phenyl)pyrrolo[2,1-f][1,2,4]triazine-5-carboxamide